C(C)(=O)N[C@@H](CC1=CNC2=CC=CC=C12)C(=O)[O-] N-acetyl-L-tryptophanate